6-methoxy-2-methylquinazolin-4-amine COC=1C=C2C(=NC(=NC2=CC1)C)N